FC(CNC(CC1=CNC2=CC(=CC=C12)F)C)(C)C 2-fluoro-N-(1-(6-fluoro-1H-indol-3-yl)propan-2-yl)-2-methylpropan-1-amine